NC1=NC=2C=C(C(=CC2C2=C1COC2)C(=O)N(CC=2N=NC(=CC2)C(F)(F)F)C2CCC2)F 4-amino-N-cyclobutyl-7-fluoro-N-((6-(trifluoromethyl)-3-pyridazinyl)methyl)-1,3-dihydrofuro[3,4-c]quinoline-8-carboxamide